BrC1=CC=C(C=C1)NCC1=C2C(=NC=C1N)N(C(=C2)C2=CC=C(C=C2)CN2CCC(CC2)S(=O)(=O)C)S(=O)(=O)C2=CC=CC=C2 4-(((4-bromophenyl)amino)methyl)-2-(4-((4-(methylsulfonyl)piperidin-1-yl)methyl)phenyl)-1-(phenylsulfonyl)-1H-pyrrolo[2,3-b]pyridin-5-amine